Methyl 3-(N-((2,4-dichloropyrimidin-5-yl)methyl)-3-ethoxy-3-oxopropanamido)-4-methylbenzoate ClC1=NC=C(C(=N1)Cl)CN(C(CC(=O)OCC)=O)C=1C=C(C(=O)OC)C=CC1C